BrC=1C=C(C=CC1C(C)C)O 3-bromo-4-isopropylphenol